ClC=1C=C(C=C(C1)F)C1(NC=C(C(=N1)NC1=CC=C2CCNCC2=C1)C=1C=NN(C1)CC(C)C)N 2-(3-chloro-5-fluorophenyl)-5-(1-isobutyl-1H-pyrazol-4-yl)-N4-(1,2,3,4-tetrahydroisoquinolin-7-yl)pyrimidine-2,4-diamine